(R)-10-((2-(8-oxa-3-azabicyclo[3.2.1]octan-3-yl)-5-chloropyrimidin-4-yl)amino)-2-cyclopropyl-7-methyl-1,2,3,4-tetrahydro-[1,4]oxazepino[2,3-c]quinolin C12CN(CC(CC1)O2)C2=NC=C(C(=N2)NC2=CC=1C3=C(CN(C1C=C2)C)OCC[C@@H](N3)C3CC3)Cl